5-benzyloxazole-2-carboxamide C(C1=CC=CC=C1)C1=CN=C(O1)C(=O)N